5-(2-(Dimethylamino)ethoxy)-N-(1-(naphthalen-1-yl)cyclopropyl)-2-((trimethylsilyl)ethynyl)benzamide CN(CCOC=1C=CC(=C(C(=O)NC2(CC2)C2=CC=CC3=CC=CC=C23)C1)C#C[Si](C)(C)C)C